ethylene glycol bis(3-mercapto-3-methylbutanoate) SC(CC(=O)OCCOC(CC(C)(C)S)=O)(C)C